C(=O)C1CC(C1)C(=O)OCC ethyl 3-formylcyclobutanecarboxylate